diaminoperylene NC1=C(C=2C=3C=CC=C4C=CC=C(C5=CC=CC(=C1)C52)C43)N